phenyl-1H-pyrazol-5(4H)-one C1(=CC=CC=C1)N1N=CCC1=O